CC1=NC=2C(=NC(=CC2)C=2C=CN3N=C(N=CC32)N[C@@H]3CC[C@H](CC3)OCC)N1C 5-(2,3-dimethyl-3H-imidazo[4,5-b]pyridin-5-yl)-N-(trans-4-ethoxycyclohexyl)pyrrolo[2,1-f][1,2,4]triazin-2-amine